O=C1NC2=CC(=CC=C2CC1)NC(C1=CC(=CC=C1)C#CC1=NC=CC=N1)=O N-(2-oxo-3,4-dihydro-1H-quinolin-7-yl)-3-(2-pyrimidin-2-ylethynyl)benzamide